(S)-5-fluoro-3-methyl-1-((1R,2S)-1-methyl-5-(pyridin-2-yl)-2,3-dihydro-1H-indene-2-carbonyl)indoline-6-sulfonamide FC=1C=C2[C@@H](CN(C2=CC1S(=O)(=O)N)C(=O)[C@@H]1[C@H](C2=CC=C(C=C2C1)C1=NC=CC=C1)C)C